4-((2-(azetidin-1-ylmethyl)benzyl)amino)-N-(2,4-dimethoxybenzyl)-2-fluoro-N-(6-fluoropyridin-2-yl)-5-methylbenzenesulfonamide N1(CCC1)CC1=C(CNC2=CC(=C(C=C2C)S(=O)(=O)N(C2=NC(=CC=C2)F)CC2=C(C=C(C=C2)OC)OC)F)C=CC=C1